C(C)N1CC(N(CC1)C=1C=NC(=CC1)[N+](=O)[O-])=O 4-Ethyl-1-(6-nitropyridin-3-yl)piperazin-2-one